N2-isobutyryl-5'-O-(4,4'-dimethoxytrityl)-2'-O-methylguanosine phosphoramidite P(O)(O)N.C(C(C)C)(=O)NC=1NC(C=2N=CN([C@H]3[C@H](OC)[C@H](O)[C@@H](COC(C4=CC=C(C=C4)OC)(C4=CC=C(C=C4)OC)C4=CC=CC=C4)O3)C2N1)=O